COC=1C=C(C=C(C1OCC#C)OC)/C=C/C(=O)O (e)-3-(3,5-dimethoxy-4-(prop-2-yn-1-yloxy)phenyl)acrylic acid